4-(2-(3-(2-methyl-1H-imidazol-1-yl)phenoxy)ethoxy)-3-(trifluoromethyl)benzonitrile CC=1N(C=CN1)C=1C=C(OCCOC2=C(C=C(C#N)C=C2)C(F)(F)F)C=CC1